pyrazolyl-purine N1N=C(C=C1)C1=NC=C2NC=NC2=N1